C(CCCCCCCCCCCCCCCC)[N+](=CCCCCCCCCCCCCCCCCC)[O-] N-heptadecyl-α-heptadecyl-nitrone